phenyl (2-(2,6-dioxopiperidin-3-yl)-1-oxoisoindolin-5-yl)carbamate O=C1NC(CCC1N1C(C2=CC=C(C=C2C1)NC(OC1=CC=CC=C1)=O)=O)=O